(3aS,7aR)-3a-hydroxy-7a-methyloctahydro-1H-pyrrolo[3,4-c]pyridin-1-one O[C@]12CNCC[C@]1(C(NC2)=O)C